3-[[[2-(hydroxyamino)-1,1-dimethyl-2-oxo-ethyl]amino]methyl]benzoic acid ONC(C(C)(C)NCC=1C=C(C(=O)O)C=CC1)=O